(biphenylyl)[di(phenyl)triazinylphenyl]dibenzothiophene tert-Butyl-4-(3-bromo-1-tosyl-1H-indol-7-yl)-3-oxopiperazine-1-carboxylate C(C)(C)(C)OC(=O)N1CC(N(CC1)C=1C=CC=C2C(=CN(C12)S(=O)(=O)C1=CC=C(C)C=C1)Br)=O.C1(=C(C=CC=C1)C1=C(C2=C(SC3=C2C=CC=C3)C=C1)C1=C(C(=C(C=C1)C1=CC=CC=C1)C1=CC=CC=C1)C1=NN=NC=C1)C1=CC=CC=C1